CC1=C(C=C(C=C1)NC=O)NC1=NC=CC(=N1)C=1C=NC=CC1 N-(4-methyl-3-((4-(pyridin-3-yl)pyrimidin-2-yl)amino)phenyl)carboxamide